C(C1=CC=CC=C1)OCCOCCO[C@@H](CN1N=CC(=C1)Br)C 1-[(2R)-2-{2-[2-(benzyloxy)ethoxy]ethoxy}propyl]-4-bromo-1H-pyrazole